2-(4-fluorophenyl)-3-hydroxypropan-1-one FC1=CC=C(C=C1)C(C=O)CO